O=C1N(C(C=C1)=O)CCOCCOCCOCCOCCC(=O)O 1-(2,5-Dioxo-2,5-dihydro-1H-pyrrol-1-yl)-3,6,9,12-tetraoxapentadecane-15-oic acid